S(=O)(=O)(C1=CC=C(C)C=C1)C1=NC=CCN1 tosyl-3,4-dihydropyrimidin